COC1=CC=C(C(=O)NC2=C(C(=O)NCCN3CCN(CC3)C)C=CC=C2)C=C1 2-(4-methoxybenzamido)-N-(2-(4-methylpiperazin-1-yl)ethyl)benzamide